4-[2-amino-5-(3,5-difluorophenyl)-4-ethyl-3-pyridinyl]phenol NC1=NC=C(C(=C1C1=CC=C(C=C1)O)CC)C1=CC(=CC(=C1)F)F